IC=1C=C(C=CC1)NC(C(=O)OC(C)(C)C)(C)C tert-butyl 2-[(3-iodophenyl)amino]-2-methylpropanoate